C(C)C(COC(C)OC1=CC=C(C=C)C=C1)CCCC p-1-(2-ethylhexyloxy)ethoxystyrene